N-(4-((methylamino)methyl)phenyl)-4-(1H-pyrrolo[2,3-b]pyridin-5-yl)benzo[b]thiophene-2-carboxamide CNCC1=CC=C(C=C1)NC(=O)C1=CC2=C(S1)C=CC=C2C=2C=C1C(=NC2)NC=C1